4-(N-(tert-Butyl)sulfamoyl)-N-(6-((3-(hydroxymethyl)oxetan-3-yl)amino)pyridin-2-yl)-2-(6-azaspiro[2.5]octan-6-yl)benzamide C(C)(C)(C)NS(=O)(=O)C1=CC(=C(C(=O)NC2=NC(=CC=C2)NC2(COC2)CO)C=C1)N1CCC2(CC2)CC1